OCCC1=CC(=NO1)C1=CC=C(C=C1)C1=CC(=CC(=C1)N1N=NC(=C1)C1=CC=C(C=C1)C(F)(F)F)C(=O)O 4'-(5-(2-hydroxyethyl)isoxazol-3-yl)-5-(4-(4-(trifluoromethyl)phenyl)-1H-1,2,3-triazol-1-yl)-[1,1'-biphenyl]-3-carboxylic acid